(1R)-1-[5-(2,4,5-trimethylphenyl)-1,2,4-oxadiazol-3-yl]-6-azaspiro[2.5]octane-6-sulfonamide CC1=C(C=C(C(=C1)C)C)C1=NC(=NO1)[C@@H]1CC12CCN(CC2)S(=O)(=O)N